oxidovanadium sulfate hydrate O.S(=O)(=O)([O-])[O-].O=[V+3].S(=O)(=O)([O-])[O-].S(=O)(=O)([O-])[O-].O=[V+3]